2-(2H-benzotriazole-2-yl)-4-tert-butyl-6-sec-butylphenol N=1N(N=C2C1C=CC=C2)C2=C(C(=CC(=C2)C(C)(C)C)C(C)CC)O